ClC=1C=C(C(=C(C1)O)C=1C=2N(C(=NN1)NC[C@H](C)O)C=CC2)F 5-chloro-3-fluoro-2-(4-{[(2S)-2-hydroxypropyl]amino}pyrrolo[1,2-d][1,2,4]triazin-1-yl)phenol